2-methyl-N-(4,4,4-trifluoro-1-hydroxybutan-2-yl)-6-{[2-(trifluoromethyl)pyridin-3-yl]methoxy}indolizine-3-carboxamide CC=1C=C2C=CC(=CN2C1C(=O)NC(CO)CC(F)(F)F)OCC=1C(=NC=CC1)C(F)(F)F